(1R,4R)-5-(4-bromophenyl)-2,5-diazabicyclo[2.2.1]heptane-2-carboxylic acid tert-butyl ester C(C)(C)(C)OC(=O)N1[C@H]2CN([C@@H](C1)C2)C2=CC=C(C=C2)Br